bis(2,2,6,6-tetramethyl-1-piperidyl)zinc CC1(N(C(CCC1)(C)C)[Zn]N1C(CCCC1(C)C)(C)C)C